FC1=C(CC2=NC3=C(N2C[C@H]2OCC2)C=C(C=C3)C(=O)O)C=C(C(=C1)C1=NC(=C(C=C1)F)OCC=1C=C3CN(CC3=CC1)C(=O)OC)F (S)-2-(2,5-difluoro-4-(5-fluoro-6-((2-(methoxycarbonyl)isoindolin-5-yl)methoxy)pyridin-2-yl)benzyl)-1-(oxetan-2-ylmethyl)-1H-benzo[d]imidazole-6-carboxylic acid